1-(2,4-dichloro-5-methoxyphenyl)-3-(4-trifluoromethylphenyl)thiourea ClC1=C(C=C(C(=C1)Cl)OC)NC(=S)NC1=CC=C(C=C1)C(F)(F)F